2-{[4-[4-(2-methoxy-phenyl)-piperidin-1-yl]-2-(1-trifluoromethyl-cyclopropyl)-quinazolin-6-yl]-methyl-amino}-ethanol COC1=C(C=CC=C1)C1CCN(CC1)C1=NC(=NC2=CC=C(C=C12)N(CCO)C)C1(CC1)C(F)(F)F